C(C)(=O)N(CCC=C)CC1=C(C=C(C(=N1)C=1OC(=NN1)C(CC=C)(C(F)(F)F)OCC1=CC=CC=C1)NC(OC(C)(C)C)=O)C(F)(F)F tert-butyl N-[6-[[acetyl(but-3-enyl)amino]methyl]-2-[5-[1-benzyloxy-1-(trifluoromethyl)but-3-enyl]-1,3,4-oxadiazol-2-yl]-5-(trifluoromethyl)-3-pyridyl]carbamate